C(C)[N+](CC(C)O)(CC)CC triethyl-N-2-hydroxypropylammonium